6-bromo-4-methyl-1-((2-(trimethylsilyl)ethoxy)methyl)-1H-indazole-3-carbaldehyde BrC1=CC(=C2C(=NN(C2=C1)COCC[Si](C)(C)C)C=O)C